C(C)C=1N=C(C2=C(N1)SC(=C2)C)NCCCOC 2-ethyl-N-(3-methoxypropyl)-6-methylthieno[2,3-d]pyrimidin-4-amine